FC=1C(=C(C(=C(C#N)C1)F)F)F tetrafluoro-benzonitrile